1,1-Bis(4-hydroxyphenyl)-1-phenyl-ethan OC1=CC=C(C=C1)C(C)(C1=CC=CC=C1)C1=CC=C(C=C1)O